N1N=C(C=2C1=CN=CC2)C(N)=N 1H-pyrazolo[3,4-c]pyridine-3-carboximidamide